(S,E)-N'-cyano-3-isopropyl-2-oxo-1,2,3,5-tetrahydro-4H-benzo[e][1,4]diazepine-4-carboximidamide C(#N)\N=C(/N)\N1[C@H](C(NC2=C(C1)C=CC=C2)=O)C(C)C